C1COC(CN1)C=O Formylmorpholine